N1=C(Cl)N=C(Cl)N=C1Cl cyanuric chloride